N-(2-(5-bromo-1H-pyrrolo[2,3-b]pyridin-3-yl)ethyl)-N-methylpropan-2-amine formate C(=O)O.BrC=1C=C2C(=NC1)NC=C2CCN(C(C)C)C